(S)-5-(3-fluoro-4-(4-(methylcarbamoyl)-1H-1,2,3-triazol-1-yl)butyl)-N-((4-(trifluoromethyl)pyridin-2-yl)methyl)-1,3,4-thiadiazole-2-carboxamide F[C@@H](CCC1=NN=C(S1)C(=O)NCC1=NC=CC(=C1)C(F)(F)F)CN1N=NC(=C1)C(NC)=O